6-(2-chloro-4-((3,3-difluoroazetidin-1-yl)sulfonyl)phenyl)-3-fluoropyridinecarbonitrile ClC1=C(C=CC(=C1)S(=O)(=O)N1CC(C1)(F)F)C1=CC=C(C(=N1)C#N)F